2-(2,6-dioxopiperidin-3-yl)-5-((3-(trans-3-(4-(6-(4-methylpiperazin-1-yl)quinoxalin-2-yl)-1H-pyrazol-1-yl)cyclobutyl)propyl)amino)isoindoline-1,3-dione O=C1NC(CCC1N1C(C2=CC=C(C=C2C1=O)NCCC[C@@H]1C[C@H](C1)N1N=CC(=C1)C1=NC2=CC=C(C=C2N=C1)N1CCN(CC1)C)=O)=O